((R)-tetrahydrofuran-3-yl)-2,6-naphthyridine-1,7-diamine O1C[C@H](CC1)C=1N=C(C2=CC(=NC=C2C1)N)N